FC1=CC=C(C=C1)C(CN1CCC(CC1)C(=O)O)=O 1-(2-(4-fluorophenyl)-2-oxoethyl)piperidine-4-carboxylic acid